ClC=1C(=C(C(=O)NC2=NC=CC=N2)C(=CC1)Cl)OC 3,6-dichloro-2-methoxy-N-(pyrimidin-2-yl)benzamide